C(CCCCCCCCCCC)C(=C(C(=O)[O-])F)CCCCCCCF dodecyl-fluoroheptyl-alpha-fluoroacrylate